3-((2-(1-hydroxyethyl)-1H-imidazol-1-yl)methyl)isoxazol OC(C)C=1N(C=CN1)CC1=NOC=C1